FC1=C(C#N)C(=CC=C1N1[C@H](COCC1)CO)[N+](=O)[O-] (S)-2-fluoro-3-(3-(hydroxymethyl)morpholino)-6-nitrobenzonitrile